[O].[O].[Fe].[Co] cobalt-iron dioxygen